(S)-tert-butyl 2-(cyanomethyl)-4-(2,7-dichloro-8-fluoropyrido[4,3-d]pyrimidin-4-yl)piperazine-1-carboxylate C(#N)C[C@@H]1N(CCN(C1)C=1C2=C(N=C(N1)Cl)C(=C(N=C2)Cl)F)C(=O)OC(C)(C)C